2-((18-fluorooctadec-9-enoyl)oxy)propane-1,3-diyl dioleate C(CCCCCCC\C=C/CCCCCCCC)(=O)OCC(COC(CCCCCCC\C=C/CCCCCCCC)=O)OC(CCCCCCCC=CCCCCCCCCF)=O